9,9',9''-(4-(4-(6-methylpyridin-2-yl)phenyl)-5-phenylpyridine-2,3,6-triyl)tris(3,6-diphenyl-9H-carbazole) CC1=CC=CC(=N1)C1=CC=C(C=C1)C1=C(C(=NC(=C1C1=CC=CC=C1)N1C2=CC=C(C=C2C=2C=C(C=CC12)C1=CC=CC=C1)C1=CC=CC=C1)N1C2=CC=C(C=C2C=2C=C(C=CC12)C1=CC=CC=C1)C1=CC=CC=C1)N1C2=CC=C(C=C2C=2C=C(C=CC12)C1=CC=CC=C1)C1=CC=CC=C1